N-(5-chloro-6-(2H-1,2,3-triazol-2-yl)pyridin-3-yl)-N'-(2-(difluoromethyl)-8-(1-methoxyethyl)imidazo[1,2-b]pyridazin-7-yl)urea ClC=1C=C(C=NC1N1N=CC=N1)NC(=O)NC1=C(C=2N(N=C1)C=C(N2)C(F)F)C(C)OC